5'-O-(4,4'-dimethoxytrityl)-N6-benzoyl-2'-O,4'-C-methylene-adenosine COC1=CC=C(C(C2=CC=C(C=C2)OC)(C2=CC=CC=C2)OC[C@]23[C@H]([C@H]([C@@H](O2)N2C=NC=4C(NC(C5=CC=CC=C5)=O)=NC=NC24)OC3)O)C=C1